4-methylpentane-d11 CC(C(C(C([2H])([2H])[2H])([2H])[2H])([2H])[2H])(C([2H])([2H])[2H])[2H]